O=S1(N(CCC1)C1CCN(CC1)CC1=CC(=C(CNC2=C3C(N(C(C3=CC=C2)=O)C2C(NC(CC2)=O)=O)=O)C=C1)F)=O 4-((4-((4-(1,1-dioxidoisothiazolidin-2-yl)piperidin-1-yl)methyl)-2-fluorobenzyl)amino)-2-(2,6-dioxopiperidin-3-yl)isoindoline-1,3-dione